3-bromo-1-methylpyrrolidin-2-one BrC1C(N(CC1)C)=O